CN1C(C(CCC1=O)N1C(C2=CC=CC(=C2C1=O)OCC(=O)O)=O)=O 2-((2-(1-Methyl-2,6-dioxopiperidin-3-yl)-1,3-dioxoisoindoline-4-yl)oxy)acetic acid